N-[(4-fluoro-2-methylphenyl)methyl]-1-methylpiperidin-4-amine FC1=CC(=C(C=C1)CNC1CCN(CC1)C)C